(+-)-1-phenyl-3-(2-phenyl-1,3-dioxan-4-yl)propan-1-one C1(=CC=CC=C1)C(CCC1OC(OCC1)C1=CC=CC=C1)=O